1-(2-(3-cyclopropylmethoxy-4-methoxyphenyl)-2-(hydroxyimino)ethyl)-2,6-dimethylpyridin-4(1H)-one C1(CC1)COC=1C=C(C=CC1OC)C(CN1C(=CC(C=C1C)=O)C)=NO